((3R)-4-amino-7-fluoro-3-methyl-1,3-dihydrofuro[3,4-c]quinolin-8-yl)((3S,5R)-3-(6-(difluoromethoxy)-3-pyridazinyl)-5-methyl-4-morpholinyl)methanone NC1=NC=2C=C(C(=CC2C2=C1[C@H](OC2)C)C(=O)N2[C@H](COC[C@H]2C)C=2N=NC(=CC2)OC(F)F)F